(1,3-dimethyl-1H-pyrazol-4-yl)methylamine CN1N=C(C(=C1)CN)C